OC1=C(C(=O)C2=NC3=CC=C(C=C3C(N2)=O)NC(CCl)=O)C=CC=C1 2-(2-hydroxybenzoyl)-6-(2-chloroacetamido)-4(3H)-quinazolinone